tert-butyl (1-(6-chloro-4-(morpholinomethyl)pyridin-2-yl)piperidin-4-yl)carbamate ClC1=CC(=CC(=N1)N1CCC(CC1)NC(OC(C)(C)C)=O)CN1CCOCC1